C1(CC1)C=1N=NN(C1)[C@H](C(=O)N1[C@@H](C[C@H](C1)O)C(=O)NC1CCC=2N(C1)C(=NN2)C2=C(C=CC=C2)F)C(C)(C)C (2S,4r)-1-[(2S)-2-(4-cyclopropyl-triazol-1-yl)-3,3-dimethyl-butyryl]-N-[3-(2-fluorophenyl)-5,6,7,8-tetrahydro-[1,2,4]triazolo[4,3-a]pyridin-6-yl]-4-hydroxy-pyrrolidine-2-carboxamide